6-(5-chloro-1-((5-phenylpyridin-2-yl)methyl)-1H-indazole-7-carboxamido)spiro[3.3]heptane Lithium hydroxide [OH-].[Li+].ClC=1C=C2C=NN(C2=C(C1)C(=O)NC1CC2(CCC2)C1)CC1=NC=C(C=C1)C1=CC=CC=C1